Ethyl 2-[5-[5-[2-[(2-methylpropan-2-yl)oxycarbonylamino]ethyl]-2-oxo-1,3-oxazolidin-3-yl]-3-nitropyridin-2-yl]oxyacetate CC(C)(C)OC(=O)NCCC1CN(C(O1)=O)C=1C=C(C(=NC1)OCC(=O)OCC)[N+](=O)[O-]